8-formyl-2-trifluoromethyl-2H-benzopyran-3-carboxylate C(=O)C1=CC=CC=2C=C(C(OC21)C(F)(F)F)C(=O)[O-]